N-benzyl-5-(7-fluoro-2-methyl-1-oxoisoquinolin-4-yl)-2-methoxybenzenesulfonamide C(C1=CC=CC=C1)NS(=O)(=O)C1=C(C=CC(=C1)C1=CN(C(C2=CC(=CC=C12)F)=O)C)OC